1-((4-(2-amino-2-oxoethyl)-7,10-bis(carboxymethyl)-1,4,7,10-tetraazacyclododecan-1-yl)methyl)isoquinoline 2-oxide NC(CN1CCN(CCN(CCN(CC1)CC(=O)O)CC(=O)O)CC1=[N+](C=CC2=CC=CC=C12)[O-])=O